2-(2-(3,3-difluoropyrrolidin-1-yl)-6-methylpyrimidin-4-yl)-5-(4-iodo-2-(6-azaspiro[2.5]oct-6-yl)phenyl)-1,3,4-thiadiazole FC1(CN(CC1)C1=NC(=CC(=N1)C=1SC(=NN1)C1=C(C=C(C=C1)I)N1CCC2(CC2)CC1)C)F